4-(2-methoxy-3-(1-methyl-1H-1,2,4-triazol-3-yl)phenylamino)-2-(1-methyl-3-phenyl-1H-pyrazol-5-ylamino)pyrimidine-5-carboxamide COC1=C(C=CC=C1C1=NN(C=N1)C)NC1=NC(=NC=C1C(=O)N)NC1=CC(=NN1C)C1=CC=CC=C1